N(=[N+]=[N-])[C@@H]1[C@@H](CO[C@H](C1)C(=O)N1[C@H](C2=CC=CC=C2CC1)C1=CC=C(C=C1)F)NS(=O)(=O)C N-((3S,4S,6r)-4-azido-6-((S)-1-(4-fluorophenyl)-1,2,3,4-tetrahydroisoquinoline-2-carbonyl)tetrahydro-2H-pyran-3-yl)methanesulfonamide